3-(1-phenyl-N-Boc-methylamino)-5-phenyl-6-methylpyridine (tert-butyl ((6-methyl-5-phenylpyridin-3-yl) (phenyl)methyl)carbamate) C(C)(C)(C)N(C(O)=O)C(C1=CC=CC=C1)C=1C=NC(=C(C1)C1=CC=CC=C1)C.C1(=CC=CC=C1)CN(C(=O)OC(C)(C)C)C=1C=NC(=C(C1)C1=CC=CC=C1)C